C(#N)C1=CC=C(C=C1)C=1C=C2C(=CNC2=CC1C1=CC=C(C=C1)C)C(=O)O 5-(4-cyanophenyl)-6-(p-tolyl)-1H-indole-3-carboxylic acid